5-Amino-1-(3-hydroxy-2,6-dimethylphenyl)-2-(isoindoline-2-carbonyl)-1H-imidazole-4-carboxamide NC1=C(N=C(N1C1=C(C(=CC=C1C)O)C)C(=O)N1CC2=CC=CC=C2C1)C(=O)N